NC1=C2N=CN(C2=NC=N1)C[C@@H](C)OCP(OCCSCCCCCCCCCCCCCCCC(C)(C)C)(O)=O 2-((16,16-dimethylheptadecyl)thio)ethyl hydrogen ((((R)-1-(6-amino-9H-purin-9-yl)propan-2-yl)oxy)methyl)phosphonate